N-(4-hydroxyphenyl)-N-methylacetamide OC1=CC=C(C=C1)N(C(C)=O)C